C1(CC1)OC1=NC2=CC=C(C=C2C=C1)B1OC(C(O1)(C)C)(C)C 2-cyclopropyloxy-6-(4,4,5,5-tetramethyl-1,3,2-dioxaborolan-2-yl)quinoline